FC1(CC1)C=1C=C2C(=CC1)C(N(CC21CC1)CC(=O)NC1=NC=C(C=N1)F)=O 2-[6-(1-fluorocyclopropyl)-1-oxospiro[3H-isoquinoline-4,1'-cyclopropan]-2-yl]-N-(5-fluoropyrimidin-2-yl)acetamide